C(=C)CO[SiH](OCCCCCCCCCCCC)OCCCCCCCCCCCC Vinylmethoxydilauryl-oxysilan